2,2-diethyl-6-(5-(2-hydroxypyridin-4-yl)pyrimidin-2-yl)chroman-4-one C(C)C1(OC2=CC=C(C=C2C(C1)=O)C1=NC=C(C=N1)C1=CC(=NC=C1)O)CC